tert-butyl N-[2-(5-acetyl-2-methoxy-4-pyridyl)ethyl]carbamate C(C)(=O)C=1C(=CC(=NC1)OC)CCNC(OC(C)(C)C)=O